2-{4-[(5aS,8aS)-octahydro-2H-cyclopenta[b][1,4]oxazepin-5-yl]-5H,6H,7H-cyclopenta[d]pyrimidin-2-yl}-4-methylpyridine O1[C@@H]2[C@@H](N(CCC1)C=1C3=C(N=C(N1)C1=NC=CC(=C1)C)CCC3)CCC2